bis(2,6-di-t-butylphenyl)-3-phenyl-phenylphosphonite C(C)(C)(C)C1=C(C(=CC=C1)C(C)(C)C)C1=C(C(=C(C=C1)P([O-])[O-])C1=C(C=CC=C1C(C)(C)C)C(C)(C)C)C1=CC=CC=C1